(1H-imidazol-4-yl)acetic acid methyl ester COC(CC=1N=CNC1)=O